(R)-2-amino-3-(7-cyclopropylthieno[3,2-b]pyridine-2-carboxamido)propanoic acid N[C@@H](C(=O)O)CNC(=O)C1=CC2=NC=CC(=C2S1)C1CC1